6-methoxy-2-(4-methoxystyryl)quinoline COC=1C=C2C=CC(=NC2=CC1)C=CC1=CC=C(C=C1)OC